N-(2-(2,6-dioxo-piperidin-3-yl)-3-oxoisoindolin-5-yl)-2-(trifluoro-methoxy)benzene-sulfonamide O=C1NC(CCC1N1CC2=CC=C(C=C2C1=O)NS(=O)(=O)C1=C(C=CC=C1)OC(F)(F)F)=O